N[C@H](C(=O)O)CCN(CC1=C(C=CC=C1)OC1=CC=C(C=C1)OC)CC1=C(C=CC=C1)OCC1=CC=C(C=C1)F (S)-2-amino-4-((2-((4-fluorobenzyl)oxy)benzyl)(2-(4-methoxyphenoxy)benzyl)amino)butanoic acid